C(C)(C)(C)C=1SC2=C(N1)C(CC1(CCN(CC1)C(=O)C=1C=C3C(=NN(C3=C(C1)O)C)C)C2)=O 2-(tert-butyl)-1'-(7-hydroxy-1,3-dimethyl-1H-indazole-5-carbonyl)-5H-spiro[benzo[d]thiazole-6,4'-piperidin]-4(7H)-one